NC(C#N)C(CC1=CNC2=CC=CC=C12)N 2,3-diamino-4-(1H-indol-3-yl)butanenitrile